2-oxoacetyl-N-(3-cyano-4-fluorophenyl)-3,5-dimethyl-1-(methyl-d3)-1H-pyrrole-2-carboxamide O=CC(=O)C=1C(=C(N(C1C)C([2H])([2H])[2H])C(=O)NC1=CC(=C(C=C1)F)C#N)C